4-(2-ethoxy-2-oxoethoxy)-2-iodobenzoic acid butyl ester C(CCC)OC(C1=C(C=C(C=C1)OCC(=O)OCC)I)=O